4-(4-chloro-2-fluoro-3-methoxy-phenyl)-1-tetrahydropyran-2-yl-pyrazole ClC1=C(C(=C(C=C1)C=1C=NN(C1)C1OCCCC1)F)OC